P(OC1CCCCC1)(OCC)(SCC)=O O-cyclohexyl O,S-Diethyl phosphorothioate